N(=[N+]=[N-])CCC[Si](O[Si](C)(C)C)(O[Si](C)(C)C)O[Si](C)(C)C 3-azidopropyltris(trimethyl-siloxy)silane